(5RS,8RS)-8-Methyl-3-oxo-2-{[6-(trifluoromethyl)pyridin-3-yl]methyl}-2,3,5,6,7,8-hexahydro[1,2,4]triazolo[4,3-a]pyridin C[C@H]1C=2N(CCC1)C(N(N2)CC=2C=NC(=CC2)C(F)(F)F)=O |r|